C(#N)C1=CC(=C(C=C1)C1=NN=C(C=2CCCCC12)N[C@H]1CNCCC1)OC (R)-3-((4-(4-cyano-2-methoxyphenyl)-5,6,7,8-tetrahydrophthalazin-1-yl)amino)piperidine